methyl 4-(trifluoromethyl)piperidine-4-carboxylate hydrochloride Cl.FC(C1(CCNCC1)C(=O)OC)(F)F